CC=1N=C(C2=C(N1)C=NC(=C2)SC)N 2-methyl-6-(methylsulfanyl)pyrido[3,4-d]pyrimidin-4-amine